C(CCCCCCCC=CCC=CCCCCC)(=O)OCC ethyl octadeca-9,12-dienoate